2-(6-{3,4-difluoro-2-[2-(1,3,5-trimethyl-1H-pyrazol-4-yl)ethoxy]phenyl}imidazo[1,2-a]pyridin-3-yl)ethan-1-amine FC=1C(=C(C=CC1F)C=1C=CC=2N(C1)C(=CN2)CCN)OCCC=2C(=NN(C2C)C)C